FC=1C=CC=C2C(C(NC12)=O)=O 7-fluoroindoline-2,3-dione